2-chloro-5-(trifluoromethyl)benzoic acid ClC1=C(C(=O)O)C=C(C=C1)C(F)(F)F